ethyl ((R or S)-((((1S,4R)-4-(2-amino-6-oxo-1,6-dihydro-9H-purin-9-yl)-1-ethylcyclopent-2-en-1-yl) oxy) methyl) (phenoxy)phosphoryl)-L-alaninate NC=1NC(C=2N=CN(C2N1)[C@H]1C=C[C@@](C1)(CC)OC[P@@](=O)(OC1=CC=CC=C1)N[C@@H](C)C(=O)OCC)=O |o1:19|